FC=1C=C(CN2C(C(=CC(=C2)C(=O)N[C@@H]2[C@H](C2)CO)C(=O)NC)=O)C=CC1 1-(3-fluorobenzyl)-N5-((1S,2S)-2-(hydroxymethyl)cyclopropyl)-N3-methyl-2-oxo-1,2-dihydropyridine-3,5-dicarboxamide